(S)-4-(2,4-difluoro-6-methylphenyl)-N-(8-fluoro-5-methyl-4-oxo-2,3,4,5-tetrahydropyrido[3,2-b]-[1,4]oxazepin-3-yl)pyrimidine-2-carboxamide FC1=C(C(=CC(=C1)F)C)C1=NC(=NC=C1)C(=O)N[C@@H]1C(N(C2=C(OC1)C=C(C=N2)F)C)=O